C(C1=CC=CC=C1)OC=1C=C2C(=C(N(C2=CC1)C1=CC(=C(C=C1)F)C)C1CCOCC1)C1CC(C1)(C(=O)O)C(F)F 3-[5-benzyloxy-1-(4-fluoro-3-methyl-phenyl)-2-tetrahydropyran-4-yl-indol-3-yl]-1-(difluoromethyl)cyclobutanecarboxylic acid